C1(=CC=C(C=C1)C1=NC2=C(C(O1)=O)C=CC=C2)C2=NC1=C(C(O2)=O)C=CC=C1 2,2'-(1,4-phenylene)bis[4H-3,1-benzoxazine-4-one]